norbornyl-methacrylamide C12(CCC(CC1)C2)C=C(C(=O)N)C